ClC1=C(C(=CC=2N(C(=NC21)CC)C)C(F)(F)F)C=2C=C(C=CC2)NC(C2=CC(=C(C=C2)NC(\C=C\CCl)=O)C#N)=O (E)-N-(3-(4-chloro-2-ethyl-1-methyl-6-(trifluoromethyl)-1H-benzo[d]imidazol-5-yl)phenyl)-4-(4-chlorobut-2-enoylamino)-3-cyanobenzamide